Cl.NCC(O)(OC1=CC=CC=C1)N DIAMINOPHENOXYETHANOL HCl